methyl-((1R,4R)-4-cyclopropylcyclohexyl)methanol CC(O)C1CCC(CC1)C1CC1